2-[(2R,4S)-4-[(2-{5-[2-(2-chloro-phenyl)propan-2-yl]-1,2,4-oxadiazol-3-yl}-6-[(1S)-1-[(2S,4R)-4-fluoro-1-methylpyrrolidin-2-yl]ethoxy]pyrimidin-4-yl)oxy]piperidin-2-yl]acetonitrile ClC1=C(C=CC=C1)C(C)(C)C1=NC(=NO1)C1=NC(=CC(=N1)O[C@@H]1C[C@H](NCC1)CC#N)O[C@@H](C)[C@H]1N(C[C@@H](C1)F)C